propyl-amid C(CC)[NH-]